copper-copper (II) sulfate S(=O)(=O)([O-])[O-].[Cu+2].[Cu]